1-bromoethyl-4-(difluoromethoxy)benzene BrC(C)C1=CC=C(C=C1)OC(F)F